4-[(3-chloropyrazol-1-yl)methyl]-2-(7,8-difluoro-3-quinolyl)-6,6-dimethyl-4,5-dihydro-1,3-thiazine ClC1=NN(C=C1)CC1N=C(SC(C1)(C)C)C=1C=NC2=C(C(=CC=C2C1)F)F